Tert-butyl-2-chloro-6-oxo-4,6-dihydrospiro[cyclopenta[d][1,3]thiazole-5,4'-piperidine]-1'-carboxylic acid tert-butyl ester C(C)(C)(C)OC(=O)N1C(CC2(CC1)C(C1=C(N=C(S1)Cl)C2)=O)C(C)(C)C